vinyl-benzyl-biphenyl (2-hydroxy-1-(4-(3-methyl-pyridin-4-yl)phenyl)ethyl)carbamate OCC(C1=CC=C(C=C1)C1=C(C=NC=C1)C)NC(O)=O.C(=C)C=1C(=C(C=CC1)C1=CC=CC=C1)CC1=CC=CC=C1